methyl N-[4-[2-oxo-6-[2-(trifluoromethyl)-3-pyridyl]-1H-pyridin-4-yl]-2-pyridyl]carbamate O=C1NC(=CC(=C1)C1=CC(=NC=C1)NC(OC)=O)C=1C(=NC=CC1)C(F)(F)F